2,4,6-triethylphenylboronic acid C(C)C1=C(C(=CC(=C1)CC)CC)B(O)O